C(C=CCCCCCCCCCCC)=O tetradecenealdehyde